2-Bromo-4-fluoro-6-methyl-benzamide BrC1=C(C(=O)N)C(=CC(=C1)F)C